COC1=C(C(=CC(=C1)C1=NC2=C(N1C)C=CC(=C2)N2CCN(CC2)C)O)O 3-methoxy-5-(1-methyl-5-(4-methylpiperazin-1-yl)-1H-benzo[d]imidazol-2-yl)benzene-1,2-diol